Cl.BrC=1C(=C(C=CC1)C1=NN=CN1CCNC)F {2-[3-(3-bromo-2-fluorophenyl)-4H-1,2,4-triazol-4-yl]ethyl}(methyl)amine hydrochloride